6-methyl-1,4-dihydropyridine-3,5-dicarboxylic acid diethyl ester C(C)OC(=O)C1=CNC(=C(C1)C(=O)OCC)C